silver-zinc hydroxide [OH-].[Zn+2].[Ag+].[OH-].[OH-]